(2S,11aR)-2-hydroxy-6-isobutyl-8-methyl-2,3,11,11a-tetrahydro-1H,5H-benzo[f]pyrrolo[2,1-c][1,4]Oxazepine-5-one O[C@H]1C[C@@H]2COC3=C(C(N2C1)=O)C(=CC(=C3)C)CC(C)C